CC=1N=C2N(N=C(C=C2C)C=2N=C3N(C(C2)=O)C=C(S3)C3(CCNCC3)F)C1 7-(2,8-Dimethylimidazo[1,2-b]pyridazin-6-yl)-2-(4-fluoro-4-piperidyl)thiazolo[3,2-a]pyrimidin-5-on